C(C)(C)OC1CN(C1)C(=O)O[C@@H]1CC[C@H](CC1)C(N(C[C@@H]1CC[C@H](CC1)C1=NC(=C(C=C1)OC)C)C1=NC=CC(=C1)C=1C=NN(C1)C(C)C)=O trans-4-((4-(1-Isopropyl-1H-pyrazol-4-yl)pyridin-2-yl)((trans-4-(5-methoxy-6-methylpyridin-2-yl)cyclohexyl)methyl)carbamoyl)cyclohexyl 3-isopropoxyazetidine-1-carboxylate